C(C)(C)C1=C(NC2=CC=C(C=C12)C1CCNCC1)C=1C=C(C(N(C1)C)=O)C(=O)N1CCCC1 5-(3-isopropyl-5-(piperidin-4-yl)-1H-indol-2-yl)-1-methyl-3-(pyrrolidine-1-carbonyl)pyridin-2(1H)-one